N'-{5-bromo-6-[(1S)-1-(3,5-difluorophenyl)ethoxy]-2-methylpyridin-3-yl}-N-ethyl-N-methylimidoformamid BrC=1C=C(C(=NC1O[C@@H](C)C1=CC(=CC(=C1)F)F)C)N=CN(C)CC